OC(CC1=C(N=CN1CC=1C=C(C=CC1)O)C1=CC=CC=C1)C 3-[5-(2-hydroxypropyl)-4-phenyl-imidazol-1-ylmethyl]Phenol